C(C)(=O)C1=NN(C2=CC=C(C=C12)C=1N=NC(=CC1)C)CC(=O)N1[C@@H](C[C@H](C1)F)C(=O)NC1=NC(=CC=C1)Br (2S,4R)-1-(2-(3-acetyl-5-(6-methylpyridazin-3-yl)-1H-indazol-1-yl)acetyl)-N-(6-bromopyridin-2-yl)-4-fluoropyrrolidine-2-carboxamide